(1S,3S)-3-((6-(5-(2-((benzyl-(methyl)-carbamoyl)oxy)ethyl)-1-methyl-1H-1,2,3-triazol-4-yl)-2-methylpyridin-3-yl)oxy)cyclohexane-1-carboxylic acid C(C1=CC=CC=C1)N(C(=O)OCCC1=C(N=NN1C)C1=CC=C(C(=N1)C)O[C@@H]1C[C@H](CCC1)C(=O)O)C